C1(CCC1)C1=CN(C=2N=CC=3CNCCC3C21)S(=O)(=O)C2=CC=C(C)C=C2 1-cyclobutyl-3-tosyl-6,7,8,9-tetrahydro-3H-pyrrolo[2,3-c][2,7]naphthyridine